NC=1N=CC2=CC=C(C=C2C1)OB(O)O (3-aminoisoquinolin-6-yl)boric acid